(2S)-2-{[(tert-butoxy)carbonyl]amino}-3-(3-chloro-4-hydroxyphenyl)propanoic acid C(C)(C)(C)OC(=O)N[C@H](C(=O)O)CC1=CC(=C(C=C1)O)Cl